(1-((3-chloro-4-fluorophenyl)amino)-6-methoxyisoquinolin-7-yl)-4-(3,3-difluoropyrrolidin-1-yl)butanamide ClC=1C=C(C=CC1F)NC1=NC=CC2=CC(=C(C=C12)C(C(=O)N)CCN1CC(CC1)(F)F)OC